4-cyano-2,6-diisopropylbenzenethiol C(#N)C1=CC(=C(C(=C1)C(C)C)S)C(C)C